6-methoxy-1-(2-methoxy-6,7-dihydro-5H-cyclopenta[d]pyrimidin-4-yl)quinoxaline-2,3(1H,4H)-dione COC=1C=C2NC(C(N(C2=CC1)C=1C2=C(N=C(N1)OC)CCC2)=O)=O